FC1=C(C=CC(=C1)C(F)(F)F)C1=NN2C(CN(CC2)C(=O)OC(C)(C)C)=C1C1=C2C(=NC=C1)N(C=C2C)COCC[Si](C)(C)C tert-butyl 2-[2-fluoro-4-(trifluoromethyl)phenyl]-3-(3-methyl-1-{[2-(trimethylsilyl)ethoxy]methyl}-1H-pyrrolo[2,3-b]pyridin-4-yl)-6,7-dihydropyrazolo[1,5-a]pyrazine-5(4H)-carboxylate